2-((Bis((4-acetoxybenzyl)oxy)phosphoryl)methyl)pentanedioic acid C(C)(=O)OC1=CC=C(COP(=O)(OCC2=CC=C(C=C2)OC(C)=O)CC(C(=O)O)CCC(=O)O)C=C1